N-pentyl-N'-(3-(2-(1-isopropyl-1H-pyrazol-4-yl)ethyl)amino-1,2,3,4-tetrahydro-9H-carbazol-6-yl)urea caproate C(CCCCC)(=O)O.C(CCCC)NC(=O)NC=1C=C2C=3CC(CCC3NC2=CC1)NCCC=1C=NN(C1)C(C)C